FC(OC1=C(C=CC=C1)[C@H]1CCN2[C@H]1C1=CC(=CC=C1C2=O)C=2C=NC(=NC2)N2CCOCC2)F (1R,9bR)-1-(2-(difluoromethoxy)phenyl)-8-(2-morpholinopyrimidin-5-yl)-2,3-dihydro-1H-pyrrolo[2,1-a]isoindol-5(9bH)-one